C(C=C)(=O)N1[C@@H](C[C@H](CC1)N1C=NC=2C(=NC=3C(=C(C(=CC3C21)Cl)C2=C(C=CC=C2)Cl)F)N2CC(C2)N(C)C)CC#N 2-((2S,4S)-1-acryloyl-4-(8-chloro-7-(2-chlorophenyl)-4-(3-(dimethylamino)-azetidin-1-yl)-6-fluoro-1H-imidazo[4,5-c]quinolin-1-yl)piperidin-2-yl)acetonitrile